C1=C(C=CC2=CC=CC=C12)CC=1C(NC2=CC=NC=C2C1)=O 3-(naphthalen-2-ylmethyl)-1,6-naphthyridin-2(1H)-one